FCS(=O)[O-] monofluoro-methyl-thionate